[I-].C(=C)N1C=[NH+]C=C1 1-vinylimidazolium iodide